C(CCC)(=O)C=C(C(=O)O)C.CC(C=O)(N)CCCCCCCCC methylnonyl-aminoacetaldehyde (butyryl methacrylate)